3-(2,6-Dimethylhept-5-en-1-yl)-1,4,2-dioxazol-5-one CC(CC1=NOC(O1)=O)CCC=C(C)C